2-(1H-imidazol-1-yl)-N-((1r,4r)-4-(trifluoromethyl)cyclohexyl)pyrimidine-4-carboxamide N1(C=NC=C1)C1=NC=CC(=N1)C(=O)NC1CCC(CC1)C(F)(F)F